5-((1S,3R)-2-(2,2-Difluoroethyl)-3-methyl-2,3,4,9-tetrahydro-1H-pyrido[3,4-b]indol-1-yl)-2-(((R)-1-(3-fluoropropyl)pyrrolidin-3-yl)methyl)thiazole FC(CN1[C@@H](C=2NC3=CC=CC=C3C2C[C@H]1C)C1=CN=C(S1)C[C@@H]1CN(CC1)CCCF)F